BrC1=CC=C2CCCC3(CC=4N=C(N=C(C4CO3)N3C[C@@](CCC3)(O)C)OC[C@]34CCCN4C[C@@H](C3)F)C2=C1 (3R)-1-(7-bromo-2'-(((2R,7aS)-2-fluorotetrahydro-1H-pyrrolizin-7a(5H)-yl)methoxy)-3,4,5',8'-tetrahydro-2H-spiro[naphthalene-1,7'-pyrano[4,3-d]pyrimidin]-4'-yl)-3-methylpiperidin-3-ol